2-(5-chloro-2-(4-(trifluoromethyl)-1H-1,2,3-triazol-1-yl)phenyl)ethanal ClC=1C=CC(=C(C1)CC=O)N1N=NC(=C1)C(F)(F)F